[6-[2-(5-Aminotetrazol-1-yl)ethoxy]-4-fluoro-inden-2-yl]methanol NC1=NN=NN1CCOC1=CC(=C2C=C(CC2=C1)CO)F